ClC=1C=CC(=C(C(=O)NC2=CC(=CC(=C2)C(F)(F)F)C2CC2)C1)O 5-chloro-N-(3-cyclopropyl-5-(trifluoromethyl)phenyl)-2-hydroxybenzamide